methyl (1R,2S)-1-amino-2-vinylcyclopropane-1-carboxylate hydrochloride Cl.N[C@]1([C@@H](C1)C=C)C(=O)OC